2-[1-[(2,4-dichlorophenyl)methyl]-5-oxopyrrolidin-2-yl]-N,N-dimethylacetamide ClC1=C(C=CC(=C1)Cl)CN1C(CCC1=O)CC(=O)N(C)C